2-(anilino)terephthalic acid N(C1=CC=CC=C1)C1=C(C(=O)O)C=CC(=C1)C(=O)O